2-azidoethane-1-sulfonyl fluoride N(=[N+]=[N-])CCS(=O)(=O)F